water diethyl-pyrocarbonate C(C)OC(=O)OC(=O)OCC.O